1-((3R)-3-(4-amino-3-(4-phenoxyphenyl)-1H-pyrazolo(3,4-d)pyrimidin-1-yl)piperidin-1-yl)prop-2-en-1-one NC1=C2C(=NC=N1)N(N=C2C2=CC=C(C=C2)OC2=CC=CC=C2)[C@H]2CN(CCC2)C(C=C)=O